3,5-dinitro-1,2-benzenediol [N+](=O)([O-])C1=C(C(=CC(=C1)[N+](=O)[O-])O)O